COC=1C=C(C=C(C1)OC)C1=CC(=NN1CC1=C(C=CC=C1F)OCC)COC(C(=O)OC)(C)C Methyl 2-([5-(3,5-dimethoxyphenyl)-1-[(2-ethoxy-6-fluorophenyl)methyl]-1H-pyrazol-3-yl]methoxy)-2-methylpropanoate